N1(CCC1)C1=NC2=CC(=C(C=C2C(=N1)NC1=NNC(=C1)C1CC1)OC)OCCCN1CCCC1 2-(azetidin-1-yl)-N-(5-cyclopropyl-1H-pyrazol-3-yl)-6-methoxy-7-(3-(pyrrolidin-1-yl)propoxy)quinazolin-4-amine